C1(=CC=CC=C1)C(C#CCCCCCCCC)(O)O phenylundecynediol